Methyl 3-(3-chlorophenyl)-3-(7-(2-(cycloheptylamino)-2-oxoethoxy)naphthalen-2-yl)propanoate ClC=1C=C(C=CC1)C(CC(=O)OC)C1=CC2=CC(=CC=C2C=C1)OCC(=O)NC1CCCCCC1